styrenemethanesulfonic acid C(=CC1=CC=CC=C1)CS(=O)(=O)O